CN1C[C@@H](CC1)N1N=C2C=CC(=CC2=C1)B1OC(C(O1)(C)C)(C)C 2-[(3R)-1-Methylpyrrolidin-3-yl]-5-(4,4,5,5-tetramethyl-1,3,2-dioxaborolan-2-yl)indazole